(1,1,1-trifluoropropan-2-yl)-1H-pyrazol-3-amine FC(C(C)N1N=C(C=C1)N)(F)F